(Racemic)-N-(4-(6,6-Difluoro-2-(4-fluorophenyl)-5,5a,6,6a-tetrahydro-4H-cyclopropa[e]pyrazolo[1,5-a]pyridin-3-yl)pyridin-2-yl)acetamide FC1(C2CCC=3N(C21)N=C(C3C3=CC(=NC=C3)NC(C)=O)C3=CC=C(C=C3)F)F